NC=1C=CC2=C(N(C(N2C)=O)CCC(C(=O)OC)C)C1 methyl 4-(6-amino-3-methyl-2-oxo-benzimidazol-1-yl)-2-methyl-butanoate